1-[4-(2,3-dimethylphenyl)piperazin-1-yl]-2-{(3bR,4aR)-3-[(3R)-3-(hydroxymethyl)pyrrolidine-1-carbonyl]-3b,4,4a,5-tetrahydro-1H-cyclopropa[3,4]cyclopenta[1,2-c]pyrazol-1-yl}ethan-1-one CC1=C(C=CC=C1C)N1CCN(CC1)C(CN1N=C(C2=C1C[C@@H]1[C@H]2C1)C(=O)N1C[C@@H](CC1)CO)=O